methyl-5-(1'-(8-cyclopropyl-4-methoxyquinoline-2-carbonyl)-1-oxospiro[isochroman-3,4'-piperidine]-7-yl)nicotinic acid CC1=C(C(=O)O)C=C(C=N1)C1=CC=C2CC3(CCN(CC3)C(=O)C3=NC4=C(C=CC=C4C(=C3)OC)C3CC3)OC(C2=C1)=O